ClC=1N=C(C2=C(N1)C=C(S2)CO)N2CCOCC2 2-chloro-4-morpholinothieno[3,2-d]pyrimidine-6-methanol